FC1=C(C=CC=C1)NC1=NC=2C(N=C1NC1=C(C=CC=C1)F)=NON2 N5,N6-bis(2-fluorophenyl)-[1,2,5]oxadiazolo[3,4-b]pyrazine-5,6-diamine